ethylaluminum diethoxide [O-]CC.[O-]CC.C(C)[Al+2]